(S)-5-(tert-butoxy)-4-(((((S)-1,5-di-tert-butoxy-1,5-dioxopentan-2-yl)oxy)carbonyl)amino)-5-oxopentanoic acid C(C)(C)(C)OC([C@H](CCC(=O)O)NC(=O)O[C@H](C(=O)OC(C)(C)C)CCC(=O)OC(C)(C)C)=O